(methylsulfonyl)-4-oxobutanamide CS(=O)(=O)C(C(=O)N)CC=O